NC[C@H](CC(=O)O)C[C@@H](CC1CC1)C (3s,5r)-3-aminomethyl-6-cyclopropyl-5-methyl-hexanoic acid